C(#N)C1=CC(=CC2=C1SC(=C2)C=2SC(=C(N2)C)C(=O)O)CN(C)C 2-(7-cyano-5-((dimethylamino)methyl)benzo[b]thiophen-2-yl)-4-methylthiazole-5-carboxylic acid